4-methoxy-2-propynylaminobenzoic acid COC1=CC(=C(C(=O)O)C=C1)NC#CC